C1=CC(=CC=C1C(CC(=O)[O-])[NH3+])O The molecule is zwitterionic form of 3-amino-3-(4-hydroxyphenyl)propanoic acid arising from migration of a proton fron the carboxy to the amino group; major species at pH 7.3. It has a role as a bacterial metabolite. It is a tautomer of a 3-amino-3-(4-hydroxyphenyl)propanoic acid.